6-(3-chloro-6-(4-cyclopropyl-1H-1,2,3-triazol-1-yl)-2-fluorophenyl)pyrimidin-4-ol ClC=1C(=C(C(=CC1)N1N=NC(=C1)C1CC1)C1=CC(=NC=N1)O)F